ClC1=C(C=CC(=C1)Cl)C1(CC1)C1=NOC(=N1)C1=CC(=NN1CCC(=O)O)C(F)F 3-(5-(3-(1-(2,4-dichlorophenyl)cyclopropyl)-1,2,4-oxadiazol-5-yl)-3-(difluoromethyl)-1H-pyrazol-1-yl)propanoic acid